4-([[7-(dimethylcarbamoyl)-5H-pyrrolo[3,2-d]pyrimidin-4-yl]amino]methyl)-phenylboronic acid CN(C(=O)C1=CNC2=C1N=CN=C2NCC2=CC=C(C=C2)B(O)O)C